6-bromo-3-((5-(5-(difluoromethyl)-1,3,4-oxadiazol-2-yl)pyridin-2-yl)methyl)-5-fluorobenzo[d]oxazol-2(3H)-one BrC1=CC2=C(N(C(O2)=O)CC2=NC=C(C=C2)C=2OC(=NN2)C(F)F)C=C1F